N-((S)-2,2-dicyclopropyl-1-(5-(((S)-2-oxo-4-(trifluoro-methyl)imidazolidin-1-yl)methyl)benzo[d]oxazol-2-yl)ethyl)-1-methyl-1H-imidazole-2-carboxamide C1(CC1)C([C@@H](C=1OC2=C(N1)C=C(C=C2)CN2C(N[C@@H](C2)C(F)(F)F)=O)NC(=O)C=2N(C=CN2)C)C2CC2